CC1=NN(C(C1C(=O)NC1=CC(=CC=C1)C=1OC=CN1)=O)C1=CC=CC=C1 3-methyl-N-(3-(oxazol-2-yl)phenyl)-5-oxo-1-phenyl-4,5-dihydro-1H-pyrazole-4-carboxamide